7-amino-2,3-dimethyl-5-{[1-(6-methylpyridin-2-yl)propan-2-yl]amino}pyrazolo[1,5-a]pyrimidine-6-carbonitrile NC1=C(C(=NC=2N1N=C(C2C)C)NC(CC2=NC(=CC=C2)C)C)C#N